calcium Calcium [Ca].[Ca]